3,4-dichloro-6-bromotoluene ClC=1C=C(C)C(=CC1Cl)Br